DiamidinoPhenylindole C(N)(=N)C1=C2C(=C(NC2=CC=C1)C1=CC=CC=C1)C(N)=N